2-[4-[(7-chloroquinolin-4-yl)amino]pentylamino]ethanol Dimethyl-N-(butylsulfonyl)-L-aspartate CC([C@H](NS(=O)(=O)CCCC)C(=O)O)(C(=O)O)C.ClC1=CC=C2C(=CC=NC2=C1)NC(CCCNCCO)C